C(C=C)(=O)OCCC(CCCC(C)(C)N)C 7-amino-3,7-dimethyloctyl acrylate